3-(2-methoxy-3-pyridyl)-1-oxa-2,7-diazaspiro[4.4]non-2-en-6-one COC1=NC=CC=C1C1=NOC2(C1)C(NCC2)=O